CN1N=CC(=C1)C1=NN2C(=NC=3C(=CC=CC3C2=N1)C1(CC1)C(F)(F)F)NC=1C(N=CC=NC1)=O (6R)-6-({2-(1-methyl-1H-pyrazol-4-yl)-7-[1-(trifluoromethyl)cyclopropyl][1,2,4]triazolo[1,5-c]quinazolin-5-yl}amino)-1,4-diazepin-5-one